((5S)-(tert-Butoxycarbonylamino)-6-phenyl-(4R)-hydroxy-(2R)-benzylhexanoyl)-L-leucyL-phenylalaninamide C(C)(C)(C)OC(=O)N[C@@H](C(=O)N[C@@H](CC(C)C)C(=O)N[C@@H](CC1=CC=CC=C1)C(=O)N)CCCC(C1=CC=CC=C1)(CC1=CC=CC=C1)O